CC=1C(C=C(N2CCC3=C(C12)C=CC(=C3)OCC(F)(F)F)NCC3OCCC3)=O 1-methyl-4-(tetrahydrofuran-2-ylmethylamino)-9-(2,2,2-trifluoroethoxy)-6,7-dihydrobenzo[a]quinolizin-2-one